ClC1=NC(=C2N1C(=CC(=C2)S(=O)(=O)N(CC2=CC=C(C=C2)OC)C2(CC2)C#N)N2CCN(CC2)C(C(C)C)=O)C(=O)NNC(C(F)F)=O 3-chloro-N-(1-cyanocyclopropyl)-1-(2-(2,2-difluoroacetyl)hydrazine-1-carbonyl)-5-(4-isobutyrylpiperazin-1-yl)-N-(4-methoxybenzyl)imidazo[1,5-a]pyridine-7-sulfonamide